[N+](=O)([O-])C1C(C1)C(=O)O 2-NITROCYCLOPROPANECARBOXYLIC ACID